C1(=CC=CC=C1)P(NC1=CC=C(C=C1)C(F)(F)F)(=S)C1=CC=CC=C1 P,P-Diphenyl-N-(4-(trifluoromethyl)phenyl)phosphinothioic amide